tert-butyl 3-(4-(4-chloroquinolin-6-yl)-3-fluorobenzyl)-3,8-diazabicyclo[3.2.1]octane-8-carboxylate ClC1=CC=NC2=CC=C(C=C12)C1=C(C=C(CN2CC3CCC(C2)N3C(=O)OC(C)(C)C)C=C1)F